3-methylimidazole bromide magnesium [Mg+2].[Br-].CN1C=NC=C1.[Br-]